O=C(CCC1=NC2=CC=CC=C2C(N1)=O)N1CCN(CC1)C1=NC=CC=C1 2-[3-oxo-3-[4-(2-pyridyl)piperazin-1-yl]propyl]-3H-quinazolin-4-one